C(N)(OC/C(=C\F)/CS(=O)(=O)C1=CC(=CC=C1)CN1C(CCCCC1)=O)=O (E)-(3-fluoro-2-(((3-((2-oxoazepan-1-yl) methyl) phenyl) sulfonyl) methyl) allyl) carbamate